ClC=1C(=C(C#N)C=C(C1)C(C)(C1=CC=C(C=C1)OCC1=NC(=NC=C1)SC)C)OCCC1CCN(CC1)C=1C=C2C(N(C(C2=CC1)=O)C1C(NC(CC1)=O)=O)=O 3-Chloro-2-[2-[1-[2-(2,6-dioxo-3-piperidyl)-1,3-dioxo-isoindolin-5-yl]-4-piperidyl]ethoxy]-5-[1-methyl-1-[4-[(2-methylsulfanylpyrimidin-4-yl)methoxy]phenyl]ethyl]benzonitrile